2,4,6,8-tetravinyl-2,4,6,8-tetraethylcyclotetrasiloxane C(=C)[Si]1(O[Si](O[Si](O[Si](O1)(CC)C=C)(CC)C=C)(CC)C=C)CC